Methyl 2-[methyl-[2-(methylamino)acetyl]amino]acetate CN(CC(=O)OC)C(CNC)=O